ClC1=NN(C=C1OC1=NC=CC2=CC(=CC(=C12)O[C@H](C(F)(F)F)C)N1N=C(N(C1)CC)CO)C (S)-1-(1-((3-Chloro-1-methyl-1H-pyrazol-4-yl)oxy)-8-((1,1,1-trifluoropropan-2-yl)oxy)isoquinolin-6-yl)-4-ethyl-3-(hydroxymethyl)-1H-1,2,4-triazol